(2R,6R)-4-((R)-1-(5-fluoro-2-(prop-1-yn-1-yl)pyridin-4-yl)-3-methoxypropyl)-1-isobutyryl-6-methyl-N-(4-(pyrimidin-2-yl)benzyl)piperazine-2-carboxamide FC=1C(=CC(=NC1)C#CC)[C@@H](CCOC)N1C[C@@H](N([C@@H](C1)C)C(C(C)C)=O)C(=O)NCC1=CC=C(C=C1)C1=NC=CC=N1